4-(3-ethoxy-2-nitro-anilino)piperidine-1-carboxylic acid tert-butyl ester C(C)(C)(C)OC(=O)N1CCC(CC1)NC1=C(C(=CC=C1)OCC)[N+](=O)[O-]